C1(=CC=CC=C1)C1=NC(=NC(=N1)C1=CC=CC2=C1OC1=C([Si]23C2=C(C4=C3C=CC=C4)C=CC=C2)C=CC=C1)C=1C=C(C=CC1)C1=CC=C(C=C1)C#N 3'-(4-phenyl-6-(spiro[dibenzo[b,d]silole-5,10'-dibenzo[b,e][1,4]oxasilin]-4'-yl)-1,3,5-triazin-2-yl)-[1,1'-biphenyl]-4-carbonitrile